ClCC=1N(C2=NC(=NC(=C2N1)N(C)C)C)C1OCCCC1 8-(chloromethyl)-N,N,2-trimethyl-9-tetrahydropyran-2-yl-purin-6-amine